C(C#CC(=O)O)(=O)O.COC1=C(COC2=C(C3=CC=CC=C3C=C2)C=O)C=CC=C1 ((2-methoxybenzyl)oxy)-1-naphthalenealdehyde butyne-1,4-dioate